ClC1=CC=C(C=C1)NS(=O)(=O)C=1C=C(C=CC1)NC(C1=CC(=CC=C1)OC)=O N-(3-(N-(4-chlorophenyl)sulfamoyl)phenyl)-3-methoxybenzamide